FC1=C(C=C(C=C1)NC(=O)C1=C(N(C(=C1C)C(C(=O)NC1(CCCCC1)C1=NOC(=N1)C)=O)C)C)C N-(4-fluoro-3-methylphenyl)-1,2,4-trimethyl-5-(2-((1-(5-methyl-1,2,4-oxadiazol-3-yl)cyclohexyl)amino)-2-oxoacetyl)-1H-pyrrole-3-carboxamide